tert-Butyl (4-(1-(2-methyl-5-((1-methylazetidin-2-yl)methoxy)benzamido)cyclopropyl)naphthalen-2-yl)carbamate CC1=C(C(=O)NC2(CC2)C2=CC(=CC3=CC=CC=C23)NC(OC(C)(C)C)=O)C=C(C=C1)OCC1N(CC1)C